N-(3,5-diethyl-1H-pyrazol-4-yl)-2-[2-(difluoromethoxy)-4-(4-methylpiperazin-1-yl)anilino]-5,6-dihydropyrimido[4,5-e]indolizine-7-carboxamide C(C)C1=NNC(=C1NC(=O)C=1C=CN2C3=C(CCC12)C=NC(=N3)NC3=C(C=C(C=C3)N3CCN(CC3)C)OC(F)F)CC